C(CCC)NCC(C(OCC)OCC)[SiH3] alpha-N-butylaminomethyldiethoxyethylsilane